C(C)(=O)N1C[C@@H]2[C@H](C1)CC(C2)C(=O)NC2=NC=C(C(=C2)C=2C=C(N1CC(CC21)(C)C)C(N)=O)Cl (3aR,5s,6aS)-2-acetyl-N-(4-(5-carbamoyl-2,2-dimethyl-2,3-dihydro-1H-pyrrolizin-7-yl)-5-chloropyridin-2-yl)octahydrocyclopenta[c]pyrrole-5-carboxamide